FC(C(C#N)(C(F)(F)F)F)(F)F HEPTAFLUOROISOBUTYRONITRILE